6-phenyl-4-(m-tolyl)-3,4-dihydropyridone C1(=CC=CC=C1)C1=CC(CC(N1)=O)C=1C=C(C=CC1)C